C1(CCC1)N cyclobutan-amine